methyl (S)-2-((2-(4-bromo-2,6-difluorophenyl)-7-methylimidazo[1,2-a]pyridin-3-yl)methyl)morpholine-4-carboxylate BrC1=CC(=C(C(=C1)F)C=1N=C2N(C=CC(=C2)C)C1C[C@H]1CN(CCO1)C(=O)OC)F